methyl (4R)-4-(2-chloro-4-fluoro-phenyl)-6-(piperazin-1-ylmethyl)-2-thiazol-2-yl-1,4-dihydropyrimidine-5-carboxylate ClC1=C(C=CC(=C1)F)[C@@H]1N=C(NC(=C1C(=O)OC)CN1CCNCC1)C=1SC=CN1